FC=1C=CC(=NC1)OCC1N(C2CC(C1C)C2)C(C2=C(C=CC(=C2)C)C2=NC=CC=N2)=O 3-{[(5-Fluoropyridin-2-yl)oxy]methyl}-4-methyl-2-[5-methyl-2-(pyrimidin-2-yl)benzoyl]-2-azabicyclo[3.1.1]heptan